7-chloro-3-(4-isoquinolinyl)-1H-pyrido[4,3-d]pyrimidine-2,4-dione ClC1=CC=2NC(N(C(C2C=N1)=O)C1=CN=CC2=CC=CC=C12)=O